CN1[C@@H]2[C@@H](OCC1)[C@H](CC2)OC=2C=C(C(=O)N[C@H](C)C=1C=NC(=NC1)C(F)(F)F)C=C(C2)C=2SC(=CN2)C 3-{[(4aS,7S,7aR)-4-methyloctahydrocyclopenta[b][1,4]oxazin-7-yl]oxy}-5-(5-methyl-1,3-thiazol-2-yl)-N-{(1R)-1-[2-(trifluoromethyl)pyrimidin-5-yl]ethyl}benzamide